NCCOCCOCCOCCOCCNC(=O)C=1C=C2C=3C(N(C2=CC1)C1=CC=C(C=C1)C(F)(F)F)=NN(C3)C N-(14-amino-3,6,9,12-tetraoxatetradecan-1-yl)-2-methyl-8-[4-(trifluoromethyl)phenyl]-2H,8H-pyrazolo[3,4-b]indole-5-carboxamide